NC1=NC=NN2C1=C(C=C2C=2C=NC(=CC2)N2CCN(CC2)C)C2=CC(=C(C=C2)NC(OC(C)(C)C)=O)OC tert-Butyl (4-(4-amino-7-(6-(4-methylpiperazin-1-yl)pyridin-3-yl)pyrrolo[2,1-f][1,2,4]triazin-5-yl)-2-methoxyphenyl)carbamate